C(#N)C1=NN(C(=C1)C)C1=CC=C(C(=O)OC)C=C1 methyl 4-(3-cyano-5-methyl-1H-pyrazol-1-yl)benzoate